F[C@H]1CNCC[C@H]1NC1=CC=CC=2N1N=C(C2SC(F)(F)F)C#CCNC2=C(C=C(C=C2)S(=O)(=O)C)OC (3S,4R)-3-fluoro-N-(2-{3-[(4-methanesulfonyl-2-methoxyphenyl)amino]prop-1-yn-1-yl}-3-[(trifluoromethyl)sulfanyl]pyrazolo[1,5-a]pyridin-7-yl)piperidin-4-amine